C(C)OC1OC2=C(O1)C(=CC(=C2)C(=O)O[C@H]2[C@H](OC1=CC(=CC(=C1C2)OCC2=CC=CC=C2)OCC2=CC=CC=C2)C2=CC(=C(C(=C2)OCC2=CC=CC=C2)OCC2=CC=CC=C2)OCC2=CC=CC=C2)OC(CC)=O (2R,3R)-5,7-bis(benzyloxy)-2-(3,4,5-tris(benzyloxy)phenyl)chroman-3-yl 2-ethoxy-7-(propionyloxy)benzo[d][1,3]dioxole-5-carboxylate